1-[4-[(5-bromo-8-isoquinolyl)oxy]-2-methyl-thiazol-5-yl]ethanone BrC1=C2C=CN=CC2=C(C=C1)OC=1N=C(SC1C(C)=O)C